3-methyl-1-oxo-2-cyclohexene CC1=CC(CCC1)=O